N-(5-(2,4-dichlorophenethyl)-1,3,4-thiadiazol-2-yl)-2-(trifluoromethyl)nicotinamide ClC1=C(CCC2=NN=C(S2)NC(C2=C(N=CC=C2)C(F)(F)F)=O)C=CC(=C1)Cl